5-fluoro-8-(4-fluorophenyl)-9-tert-butyldimethylsilyloxy-8,9-dihydro-2H-pyrido[4,3,2-de]phthalazin-3-one-7-carboxylic acid tert-butyl ester C(C)(C)(C)OC(=O)N1C(C(C2=NNC(C=3C=C(C=C1C23)F)=O)O[Si](C)(C)C(C)(C)C)C2=CC=C(C=C2)F